acetic acid 2-(2-amino-ethoxy)-ethyl ester NCCOCCOC(C)=O